trans-N-(4-(2-Cyclopropyloxazol-4-yl)pyridine-2-yl)-4-hydroxy-N-((trans-4-(5-methoxy-6-methylpyridin-2-yl)cyclohexyl)methyl)cyclohexanecarboxamide C1(CC1)C=1OC=C(N1)C1=CC(=NC=C1)N(C(=O)[C@@H]1CC[C@H](CC1)O)C[C@@H]1CC[C@H](CC1)C1=NC(=C(C=C1)OC)C